azobenzenesulfonyl chloride C1=CC=C(C=C1)N=NC2=CC=CC=C2S(=O)(=O)Cl